Cl.CC1=CNC2=NC=CC(=C21)N2CCSC(=C2)C(=O)N[C@H]2CNCCC2 (R)-4-(3-methyl-1H-pyrrolo[2,3-b]pyridin-4-yl)-N-(piperidin-3-yl)-3,4-dihydro-2H-1,4-thiazine-6-carboxamide hydrochloride